2-((2-propylpentyl)oxy)ethane-1-ol C(CC)C(COCCO)CCC